ClC[C@@H](N1C(N[C@@H](C1)C(F)(F)F)=O)C=1C=CC2=C(N=C(O2)[C@@H](NC(=O)C2=CC=NN2CC)C2CCC(CC2)(F)F)C1 N-((S)-(5-((S)-2-chloro-1-((S)-2-oxo-4-(trifluoromethyl)imidazolidin-1-yl)ethyl)benzo[d]oxazol-2-yl)(4,4-difluorocyclohexyl)methyl)-1-ethyl-1H-pyrazole-5-carboxamide